NC1=CC(=C2C3=CC=CC=C3CCCCC[C@](C3=NN=C(C1=N2)O3)(O)C(F)(F)F)C(F)(F)F |r| Racemic-21-amino-6,19-bis(trifluoromethyl)-23-oxa-3,4,22-triazatetracyclo[16.3.1.12,5.012,17]tricosa-1(22),2,4,12,14,16,18,20-octaen-6-ol